Cl.FC(C)(F)C1CNC1 3-(1,1-difluoroethyl)azetidine hydrochloride